2,2-dimethoxy-2-phenyl-acetophenone dodecafluoroheptyl-methacrylate FC(C(C(C(C(F)(F)OC(C(=C)C)=O)(F)F)(F)F)(F)F)CC(F)(F)F.COC(C(=O)C1=CC=CC=C1)(C1=CC=CC=C1)OC